C(C1=CC=CC=C1)OC=1C(=NC=NC1OCC1=CC=CC=C1)CN1C(N(C(C1)C1=CC=C(C=C1)C#CC=1C=NC(=CC1)CN1CCOCC1)C(C)C)=O 1-((5,6-bis(benzyloxy)pyrimidin-4-yl)methyl)-3-isopropyl-4-(4-((6-(morpholinylmethyl)pyridin-3-yl)ethynyl)phenyl)imidazolin-2-one